monoxylyl phosphate P(=O)(OC1=C(C(=CC=C1)C)C)([O-])[O-]